COC1=CC=C(C=C1)C1=C(N=NN1C1=CC(=CC=C1)[N+](=O)[O-])C#N 5-(4-methoxyphenyl)-1-(3-nitrophenyl)-1,2,3-triazole-4-carbonitrile